trifluoroethyl-methyl-cyclotrisiloxane (S)-quinuclidin-3-yl((R)-5-(4-isopropoxy-3-methoxyphenyl)-2,2-dimethyl-2,3-dihydro-1H-inden-1-yl)carbamate N12C[C@H](C(CC1)CC2)N(C(O)=O)[C@@H]2C(CC1=CC(=CC=C21)C2=CC(=C(C=C2)OC(C)C)OC)(C)C.FC(C[Si]2(O[SiH2]O[SiH2]O2)C)(F)F